C(C)C(C(C(=O)[O-])(F)F)C1=C(NC2=C(C=C(C=C12)F)F)C1=CC=C(C=C1)F ethyl-[5,7-difluoro-2-(4-fluorophenyl)-1H-indol-3-yl]-2,2-difluoro-propionate